ClC1=C(C(=NC(=N1)C)N1CC=2C=C(C=NC2CC1)C1=CC(=NC=C1)C)C 6-(6-chloro-2,5-dimethyl-pyrimidin-4-yl)-3-(2-methyl-4-pyridyl)-7,8-dihydro-5H-1,6-naphthyridine